CN1[C@H](C(N(CC1)[C@H](C(N1[C@H](CC2(OCC(CO2)CN2CCCC2)CC1)C)=O)CC(C)C)=O)CC(C)C (3S)-4-methyl-1-[(2S)-4-methyl-1-oxo-1-[(3s,6s,8S)-8-methyl-3-(pyrrolidin-1-ylmethyl)-1,5-dioxa-9-azaspiro[5.5]undec-an-9-yl]pentan-2-yl]-3-(2-methylpropyl)piperazin-2-one